1-oxa-8-azaspiro(4.5)decan-2-one O1C(CCC12CCNCC2)=O